(2R,3R,11bR)-3-(tert-butoxy)-9-((1s,3S)-3-(dimethylamino)cyclobutoxy)-10-methoxy-1,3,4,6,7,11b-hexahydro-2H-pyrido[2,1-a]isoquinolin-2-ol C(C)(C)(C)O[C@H]1[C@@H](C[C@H]2N(CCC3=CC(=C(C=C23)OC)OC2CC(C2)N(C)C)C1)O